(S)-1-(2-(4-(2-aminopropionyl)piperazin-1-yl)quinolin-6-yl)-3-(2-(diethylamino)ethyl)thiourea N[C@H](C(=O)N1CCN(CC1)C1=NC2=CC=C(C=C2C=C1)NC(=S)NCCN(CC)CC)C